COC=1C=C(C(=O)C2=NC3=CC=C(C=C3C(N2)=O)NC(CCl)=O)C=CC1OC 2-(3,4-dimethoxybenzoyl)-6-(2-chloroacetylamino)-4(3H)-quinazolinone